C(#N)C1=CC(=CC=2N=C(OC21)C=2C(=C(C=CC2)C2=C(C(=CC=C2)NC=2N=C(C=C1C=C(C=NC21)CN2CC(CC2)O)C)C)C)CN2CC(CC2)C(=O)O 1-((7-cyano-2-(3'-(3-((3-hydroxypyrrolidin-1-yl)methyl)-6-methyl-1,7-naphthyridin-8-ylamino)-2,2'-dimethylbiphenyl-3-yl)benzo[d]oxazol-5-yl)methyl)pyrrolidine-3-carboxylic acid